CC1=C(C(=C2C=NN(C2=C1)C1OCCCC1)B(O)O)SC(F)(F)F (6-methyl-1-(tetrahydro-2H-pyran-2-yl)-5-((trifluoromethyl)thio)-1H-indazol-4-yl)boronic acid